2-azidoethyl 2,3,4,6-tetra-O-acetyl-α-D-mannopyranoside C(C)(=O)O[C@@H]1[C@@H](OCCN=[N+]=[N-])O[C@@H]([C@H]([C@@H]1OC(C)=O)OC(C)=O)COC(C)=O